4-(4-iodo-1H-pyrazol-1-yl)-1-piperidinecarboxylic acid-1,1-dimethylethyl ester CC(C)(C)OC(=O)N1CCC(CC1)N1N=CC(=C1)I